[C@H](C)(CC)[C@@H]1N(CC2=C(NC1=O)C=CC=C2)C(=O)NCC(=O)NC (S)-3-((S)-sec-butyl)-N-(2-(methylamino)-2-oxoethyl)-2-oxo-1,2,3,5-tetrahydro-4H-benzo[e][1,4]diazepine-4-carboxamide